7-bromo-1H-1,6-naphthyridin-2-one BrC1=NC=C2C=CC(NC2=C1)=O